C[Si](O[Si](O[Si](O[SiH](C1=CC=CC=C1)C)(C1=CC=CC=C1)C)(C1=CC=CC=C1)C)(C)C 1,1,1,3,5,7-hexamethyl-3,5,7-triphenyltetrasiloxane